2-Amino-4-(6-chloro-8-fluoro-2-(((2R,7aS)-2-fluorotetrahydro-1H-pyrrolizin-7a(5H)-yl)methoxy)-4-(6-oxo-1,4-oxazepan-4-yl)quinazolin-7-yl)-7-fluorobenzo[b]thiophene-3-carbonitrile NC1=C(C2=C(S1)C(=CC=C2C2=C(C=C1C(=NC(=NC1=C2F)OC[C@]21CCCN1C[C@@H](C2)F)N2CCOCC(C2)=O)Cl)F)C#N